L-rhamnosylpyran C1([C@H](O)[C@H](O)[C@@H](O)[C@@H](O1)C)C1OC=CC=C1